8-amino-quinoline NC=1C=CC=C2C=CC=NC12